syn-hydantoin N1C(=O)NC(=O)C1